(R)-1-(4-(4-((4-([1,2,4]triazolo[1,5-a]pyridin-7-yloxy)-3-methylphenyl)amino)pyrrolo[2,1-f][1,2,4]triazin-5-yl)piperidin-1-yl)-2-chloro-2-fluoroethan-1-one N=1C=NN2C1C=C(C=C2)OC2=C(C=C(C=C2)NC2=NC=NN1C2=C(C=C1)C1CCN(CC1)C([C@H](F)Cl)=O)C